C(C)OC(C(=O)NC=1C(=C(C=CC1F)NC(C1=CC=CC=C1)=O)F)CCC N-(3-(2-ethoxypentanoylamino)-2,4-difluorophenyl)benzamide